3,4-bis(3-chlorophenyl)-6,8-dimethylisoquinolin-1(2H)-one ClC=1C=C(C=CC1)C=1NC(C2=C(C=C(C=C2C1C1=CC(=CC=C1)Cl)C)C)=O